3-cyclopropyl-1-(spiro[2.2]pentan-1-ylmethyl)-4-(trifluoromethyl)-1H-pyrazole C1(CC1)C1=NN(C=C1C(F)(F)F)CC1CC12CC2